1,3-dichloro-5-bromo-benzene ClC1=CC(=CC(=C1)Br)Cl